3-methyloxetan-3-amine HCl salt Cl.CC1(COC1)N